3-(((2-(Isoindolin-2-yl)pyridin-4-yl)amino)methyl)pyrrolidin-1-carbonitril C1N(CC2=CC=CC=C12)C1=NC=CC(=C1)NCC1CN(CC1)C#N